5,6-dichloro-1-(1-(2,6-dichlorobenzyl)piperidin-4-yl)-3-(2-morpholinoethyl)-1,3-dihydro-2H-benzo[d]imidazol-2-one ClC1=CC2=C(N(C(N2CCN2CCOCC2)=O)C2CCN(CC2)CC2=C(C=CC=C2Cl)Cl)C=C1Cl